C[C@H]1N(CC2N(C1)CCN(C2)C(=O)[O-])C(=O)[O-] (R)-3-methylhexahydro-2H-pyrazino[1,2-a]pyrazine-2,8(1H)-dicarboxylate